Tetrahydro-2H-pyran-4-yl-(7-fluoro-6-(8-methyl-2,3-dihydro-1H-pyrido[2,3-b][1,4]oxazin-7-yl)isochinolin-3-yl)carbamat O1CCC(CC1)OC(NC=1N=CC2=CC(=C(C=C2C1)C1=C(C2=C(OCCN2)N=C1)C)F)=O